BrC1=C(C=C(C=C1F)C1=NO[C@H](C1)CO)F [(5R)-3-(4-Bromo-3,5-difluoro-phenyl)-4,5-dihydroisoxazol-5-yl]methanol